((trans)-5-(trifluoromethyl)tetrahydro-2H-pyran-2-yl)methanol FC([C@H]1CC[C@@H](OC1)CO)(F)F